(1S*,2S*)-N-((S)-(7-((R*)-Cyclopropyl(4,4,4-trifluorobutanamido)methyl)imidazo[1,2-b]pyridazin-2-yl)(4,4-difluorocyclohexyl)methyl)-2-(difluoromethyl)cyclopropane-1-carboxamide C1(CC1)[C@H](C1=CC=2N(N=C1)C=C(N2)[C@@H](NC(=O)[C@@H]2[C@H](C2)C(F)F)C2CCC(CC2)(F)F)NC(CCC(F)(F)F)=O |o1:3,17,18|